(R)-2-(4-chloro-1-isopropyl-1H-pyrazol-5-yl)-4-(1-(4-(1-ethyl-4-(trifluoromethyl)-1H-imidazol-2-yl)-3-fluorophenyl)ethyl)-6,7-dihydro-[1,2,4]triazolo[1,5-a]pyrimidin-5(4H)-one ClC=1C=NN(C1C1=NN2C(N(C(CC2)=O)[C@H](C)C2=CC(=C(C=C2)C=2N(C=C(N2)C(F)(F)F)CC)F)=N1)C(C)C